C1C/C(=C/C(=O)C(=O)[O-])/C=C[C@@H]1O The molecule is a 3-(4-hydroxycyclohex-2-en-1-ylidene)pyruvate obtained by deprotonation of the carboxy group of 3-[(1Z,4R)-4-hydroxycyclohex-2-en-1-ylidene]pyruvic acid; major species at pH 7.3. It is a conjugate base of a 3-[(1Z,4R)-4-hydroxycyclohex-2-en-1-ylidene]pyruvic acid.